N1N=NC2=C1C=CN=N2 TRIAZOLOPYRIDAZIN